C(N1N=C(C=C1)[C@@H]1[C@H](C1)B1OC(C(O1)(C)C)(C)C)([2H])([2H])[2H] 1-(methyl-d3)-3-((1S,2S)-2-(4,4,5,5-tetramethyl-1,3,2-dioxaborolan-2-yl)cyclopropyl)-1H-pyrazole